Cl.ClC1=CC=C(S1)CNC1=CC(=NN1C(=O)C1CCCC1)C1CCNCC1 N-[(5-Chlorothiophen-2-yl)methyl]-1-cyclopentancarbonyl-3-(piperidin-4-yl)-1H-pyrazol-5-amin hydrochlorid